FC(C=1C=C(C=CC1OC)NC1=NC=C(C(=N1)NN1C(OC2=C1C=CC=C2)=O)C)F (2-(3-(difluoromethyl)-4-methoxyphenylamino)-5-methylpyrimidin-4-ylamino)benzo[d]oxazol-2(3H)-one